4-bromo-3-iodo-5,8,8-trimethyl-5-phenyl-5,8,9,10-tetrahydrobenzo[b][1,8]naphthyridin-6(7H)-one BrC=1C=2C(C3=C(NC2N=CC1I)CC(CC3=O)(C)C)(C3=CC=CC=C3)C